2-(2,6-dioxopiperidin-3-yl)-5-fluoro-6-(1-((1-(2-(4-((1R,2S)-6-hydroxy-2-Phenyl-1,2,3,4-tetrahydronaphthalen-1-yl)phenoxy)ethyl)piperidin-4-yl)methyl)piperidin-4-yl)isoindoline O=C1NC(CCC1N1CC2=CC(=C(C=C2C1)F)C1CCN(CC1)CC1CCN(CC1)CCOC1=CC=C(C=C1)[C@H]1[C@H](CCC2=CC(=CC=C12)O)C1=CC=CC=C1)=O